7-iodo-3-[2-(methoxymethoxy)-6-methyl-4-(trifluoromethyl)phenyl]-5H-pyrrolo[3,2-c]pyridazine IC1=CNC2=C1N=NC(=C2)C2=C(C=C(C=C2C)C(F)(F)F)OCOC